C[Si]1(NCC(CCC1)N1C(=CC=2C1=NC(=C(C2F)F)C)C(=O)N)C (1,1-dimethylsilazepan-4-yl)-4,5-difluoro-6-methyl-1H-pyrrolo[2,3-b]pyridine-2-carboxamide